[Cl-].[Cl-].C(C1=CC=CC=C1)[N+]1=CC=C(C=C1)C1=CC=[N+](C=C1)CC1=CC=CC=C1 1,1'-dibenzyl-4,4'-bipyridylium dichloride